FC(C1=C(C=CC(=C1)C(F)(F)F)B1OC(C(O1)(C)C)(C)C)F 2-[2-(Difluoromethyl)-4-(trifluoromethyl)phenyl]-4,4,5,5-tetramethyl-1,3,2-dioxaborolane